OC(C)(P(O)(O)=O)P(O)(O)=O 1-hydroxyethylidenebisphosphonic acid